3-(1-(1-(1H-pyrazol-4-yl)-1H-1,2,3-triazol-4-yl)phenyl)-6-(5-chloro-2-(4-chloro-1H-1,2,3-triazol-1-yl)phenyl)pyrimidin-4(3H)-one N1N=CC(=C1)N1N=NC(=C1)C1(CC=CC=C1)N1C=NC(=CC1=O)C1=C(C=CC(=C1)Cl)N1N=NC(=C1)Cl